methyl 4-(3-hydroxycyclobutoxy)-2-methoxy-benzoate OC1CC(C1)OC1=CC(=C(C(=O)OC)C=C1)OC